2-dihydrofuranone O1C(CCC1)=O